3-{4-[(6-Chloro-2-{2-fluoro-4-[4-(2-methoxyethyl)piperazin-1-yl]phenyl}-3H-imidazo[4,5-b]pyridin-7-yl)amino]piperidin-1-yl}propanenitrile ClC=1C(=C2C(=NC1)NC(=N2)C2=C(C=C(C=C2)N2CCN(CC2)CCOC)F)NC2CCN(CC2)CCC#N